3-[6-[1-(2,3-dihydrobenzofuran-5-ylmethyl)pyrazol-4-yl]benzofuran-3-yl]piperidine-2,6-dione O1CCC2=C1C=CC(=C2)CN2N=CC(=C2)C2=CC1=C(C(=CO1)C1C(NC(CC1)=O)=O)C=C2